NC=1N=C(N=NC1C1=C(C(=CC=C1)Cl)Cl)N1CCC(CC1)(C)NC(OC(C)(C)C)=O tert-butyl (1-(5-amino-6-(2,3-dichlorophenyl)-1,2,4-triazin-3-yl)-4-methylpiperidin-4-yl)carbamate